4-(cyclohexyl)-1-((4-phenoxybenzoyl)glycyl)pyrrolidine-2-carboxamide C1(CCCCC1)C1CC(N(C1)C(CNC(C1=CC=C(C=C1)OC1=CC=CC=C1)=O)=O)C(=O)N